FC1=C(C=CC(=C1)F)C1=C(C=C2C(=NC=NC2=C1F)N1CCN(CC1)C(C=C)=O)C 1-(4-(7-(2,4-difluoro-phenyl)-8-fluoro-6-methyl-quinazolin-4-yl)piperazin-1-yl)prop-2-en-1-one